CS(=O)(=O)OC1=CC=CC=2COC(OCC21)C=2N=C(SC2)C2CCN(CC2)C(CN2N=C(C=C2C)C(F)(F)F)=O 3-[2-(1-{[5-methyl-3-(trifluoromethyl)-1H-pyrazol-1-yl] acetyl} piperidin-4-yl) 1,3-thiazol-4-yl]-1,5-dihydro-2,4-benzodioxepin-6-yl methanesulfonate